FC(C1=NN(C(=C1)C)CC(=O)N1CCC(CC1)C1=CC(=NC=C1)C(=O)NC1CCCC2=CC=CC=C12)F 4-[1-[2-[3-(difluoromethyl)-5-methylpyrazol-1-yl]acetyl]-4-piperidinyl]-N-tetrahydronaphthalen-1-ylpyridine-2-carboxamide